(2S,3R)-3-METHYL-1-(THIOPHEN-2-YL)HEX-5-ENE-2-SULFONAMIDE C[C@@H]([C@H](CC=1SC=CC1)S(=O)(=O)N)CC=C